CN1N=COC1=O 4-methyl-5-oxo-4,5-dihydro-1,3,4-oxadiazol